C12(CC(C1)C2)C(=O)N2[C@H]([C@H](C(C2)(F)F)NS(=O)(=O)C)CC=2C=C(C=CC2)C2=CC(=CC=C2)F N-{(2S,3R)-1-(bicyclo[1.1.1]pentane-1-carbonyl)-4,4-difluoro-2-[(3'-fluoro[1,1'-biphenyl]-3-yl)methyl]pyrrolidin-3-yl}-methanesulfonamide